(R)-2-(((1-(6-amino-9H-purin-9-yl)propan-2-yl)oxy)methyl)-5-methyl-1,3,2-dioxaphosphinane 2-oxide NC1=C2N=CN(C2=NC=N1)C[C@@H](C)OCP1(OCC(CO1)C)=O